O[C@H]1C[C@@H](N(C1)C(=O)OC(C)(C)C)COC1=CC(=C(C=C1)C)C(NC1(CC1)C1=CC=CC2=CC=CC=C12)=O (2R,4S)-tert-butyl 4-hydroxy-2-((4-methyl-3-((1-(naphthalen-1-yl)cyclopropyl)carbamoyl)phenoxy)methyl)pyrrolidine-1-carboxylate